(1R,3S,5R)-2-(2-(4-amino-2-chloro-7H-pyrrolo[2,3-d]pyrimidin-7-yl)acetyl)-N-(6-bromopyridin-2-yl)-2-azabicyclo[3.1.0]hexane-3-carboxamide NC=1C2=C(N=C(N1)Cl)N(C=C2)CC(=O)N2[C@@H]1C[C@@H]1C[C@H]2C(=O)NC2=NC(=CC=C2)Br